5-(6-(((1s,4s)-4-aminocyclohexyl)-(methyl)amino)-pyridazin-3-yl)-6-hydroxy-2,6-dihydro-7H-pyrazolo[4,3-d]-pyrimidin-7-one NC1CCC(CC1)N(C1=CC=C(N=N1)C=1N(C(C=2C(N1)=CNN2)=O)O)C